ClC1=CC(=C(COC2=NC=3CN(CCC3C=C2)CCCC2=NC=3C(=NC(=CC3)C(=O)O)N2C[C@H]2OCC2)C=C1)F (S)-2-(3-(2-((4-chloro-2-fluorobenzyl)oxy)-5,8-dihydro-1,7-naphthyridin-7(6H)-yl)propyl)-3-(oxetan-2-ylmethyl)-3H-imidazo[4,5-b]pyridine-5-carboxylic acid